hexadecyl-trimethyl-ammonium bromide salt [Br-].C(CCCCCCCCCCCCCCC)[N+](C)(C)C